N-(4-((7-(thiophen-2-yl)-7H-pyrrolo[2,3-D]pyrimidin-4-yl)oxy)phenyl)-2-(4-(Trifluoromethyl)phenyl)acetamide S1C(=CC=C1)N1C=CC2=C1N=CN=C2OC2=CC=C(C=C2)NC(CC2=CC=C(C=C2)C(F)(F)F)=O